N-(2-((4-(((2S,4R)-2-methyl-1-propionyl-1,2,3,4-tetrahydroquinolin-4-yl)amino)phenyl)amino)-2-oxoethyl)acetamide C[C@@H]1N(C2=CC=CC=C2[C@@H](C1)NC1=CC=C(C=C1)NC(CNC(C)=O)=O)C(CC)=O